2-[[3-(carboxymethylaminoformyloxy)-2-hydroxy-propoxy]carbonylamino]acetic acid C(=O)(O)CNC(=O)OCC(COC(=O)NCC(=O)O)O